glycerol trioctanate C(CCCCCCC)(=O)OCC(OC(CCCCCCC)=O)COC(CCCCCCC)=O